2-imidazolinethione N1C=NC(C1)=S